6-Chloro-2-{4-[4-(2-methoxyethyl)-1,4-diazepan-1-yl]phenyl}-N-[1-(1-methylethyl)piperidin-4-yl]-3H-imidazo[4,5-b]pyridin-7-amine ClC=1C(=C2C(=NC1)NC(=N2)C2=CC=C(C=C2)N2CCN(CCC2)CCOC)NC2CCN(CC2)C(C)C